2-methoxy-3-(1-methyl-1H-pyrazol-3-yl)benzene COC1=CC=CC=C1C1=NN(C=C1)C